3-bromo-2-methyl-6-(methylsulfonyl)benzaldehyde oxime BrC=1C(=C(C=NO)C(=CC1)S(=O)(=O)C)C